NC=1C=C(C(=O)OC)C=C(C1N(C(=O)C1=CC2=C(N1CC1CC1)OC(=C2)C(F)(F)F)C)OC methyl 3-amino-4-(6-(cyclopropylmethyl)-N-methyl-2-(trifluoromethyl)-6H-furo[2,3-b]pyrrole-5-carboxamido)-5-methoxybenzoate